C(C)(C)(C)[S@@](=O)N (R)-t-butyl-sulfinylamine